FC1=C(C=CC(=C1C)F)C=1C=C2C(=NC1)C=NN2CC(=O)N2CC(C2)F 2-[6-(2,4-Difluoro-3-methyl-phenyl)pyrazolo[4,3-b]pyridin-1-yl]-1-(3-fluoroazetidin-1-yl)ethanone